ethyl 2-(2-((5-bromo-2-(2-methoxyethyl)benzofuran-3-yl)methoxy)-4-methoxyphenyl)acetate BrC=1C=CC2=C(C(=C(O2)CCOC)COC2=C(C=CC(=C2)OC)CC(=O)OCC)C1